C(C1=CC=CC=C1)OC1=C2C=CN(C2=CC(=C1)F)C1=CC=C(C=C1)F 4-benzyloxy-6-fluoro-1-(4-fluorophenyl)indole